3-{2-[(2R,4S)-4-{[4-(3-methanesulfonylpropanesulfonyl)phenoxy]methyl}-2-methylpyrrolidin-1-yl]ethyl}benzonitrile CS(=O)(=O)CCCS(=O)(=O)C1=CC=C(OC[C@H]2C[C@H](N(C2)CCC=2C=C(C#N)C=CC2)C)C=C1